(E)-(4-((3,6-dimethoxy-9H-carbazole-9-yl)methyl)phenylvinyl)phosphonic acid diethyl ester C(C)OP(OCC)(=O)\C=C\C1=CC=C(C=C1)CN1C2=CC=C(C=C2C=2C=C(C=CC12)OC)OC